C[C@]12CC[C@@H](C[C@H]1CC[C@@H]3[C@@H]2CC[C@]4([C@H]3CCC4=O)C)OC(=O)CCC(=O)O The molecule is a sterol ester that is the O-succinoyl derivative of etiocholanolone. It is a 17-oxo steroid, a sterol ester, a dicarboxylic acid monoester and a hemisuccinate.